tert-Butyl (4-((5-Amino-2-chloropyridin-4-yl)amino)cyclohexyl)carbamate NC=1C(=CC(=NC1)Cl)NC1CCC(CC1)NC(OC(C)(C)C)=O